C1(=CC=CC=C1)CC(=O)O.C(C)(=O)NC=1C=C2C=3CC(CCC3NC2=CC1)CNC 6-(acetyl)amino-3-(methyl)aminomethyl-1,2,3,4-tetrahydro-9H-carbazole phenylacetate